COC1=CC(=NN1C1=CC=C(C=C1)CN)C(F)(F)F [4-[5-methoxy-3-(trifluoromethyl)pyrazol-1-yl]phenyl]methylamine